C(C)(C)(C)OC(=O)N1CCC(CC1)C[C@@H]1N([C@@H](OC1=O)C(C)(C)C)C(=O)OCC1=CC=CC=C1 Benzyl (2S,4S)-4-((1-(tert-butoxycarbonyl)piperidin-4-yl)methyl)-2-(tert-butyl)-5-oxooxazolidine-3-carboxylate